CCCCC\C=C/C\C=C/CCCCCCCC(CCCCCCC\C=C/C\C=C/CCCCC)NCCCCO 4-(((6Z,9Z,26Z,29Z)-pentatriaconta-6,9,26,29-tetraen-18-yl)amino)butan-1-ol